(S)-3-(1-(2-fluorophenyl)ethoxy)-5-(hydroxymethyl)-N-methyl-1H-pyrrole-2-carboxamide FC1=C(C=CC=C1)[C@H](C)OC1=C(NC(=C1)CO)C(=O)NC